N-(2-(2,6-dioxopiperidin-3-yl)-1-oxoisoindolin-5-yl)-5-(1H-pyrazol-1-yl)indoline-1-carboxamide O=C1NC(CCC1N1C(C2=CC=C(C=C2C1)NC(=O)N1CCC2=CC(=CC=C12)N1N=CC=C1)=O)=O